C1(CC1)CC(=O)NC1=CC(=C(N=N1)C(=O)NC([2H])([2H])[2H])NC1=NC=CC(=C1OC)C1=NC=C(N=C1)C(N(C)C)=O 6-(2-Cyclopropylacetamido)-4-({4-[5-(dimethylcarbamoyl)pyrazin-2-yl]-3-methoxypyridin-2-yl}amino)-N-(2H3)methylpyridazin-3-carboxamid